Cl.FC1=C(C=C(C=C1)O[C@H]1COCC1)[C@H](C)N (S)-1-(2-fluoro-5-(((R)-tetrahydrofuran-3-yl)oxy)phenyl)ethylamine hydrochloride